9-(4-((1-(3-fluoropropyl)azetidin-3-ylidene)methyl)phenyl)-8-(2-methoxy-4-(trifluoromethyl)phenyl)-6,7-dihydro-5H-benzo[7]annulene-3-carboxylic acid FCCCN1CC(C1)=CC1=CC=C(C=C1)C1=C(CCCC2=C1C=CC(=C2)C(=O)O)C2=C(C=C(C=C2)C(F)(F)F)OC